C(C)(=O)N[C@H]1CN(CCC1)C=1N=NC(=C(N1)NC1=CC=C(C=C1)C1CCN(CC1)CC1CCN(CC1)C=1C=C2C(N(C(C2=CC1)=O)C1C(NC(CC1)=O)=O)=O)C(=O)N 3-((R)-3-Acetamidopiperidin-1-yl)-5-((4-(1-((1-(2-(2,6-dioxopiperidin-3-yl)-1,3-dioxoisoindoline-5-yl)piperidin-4-yl)methyl)piperidin-4-yl)phenyl)amino)-1,2,4-triazine-6-Formamide